C(C(O)C1=CC=CC=C1)(=O)[O-].[Na+] sodium mandelate